C1(CC1)CN1CC2=C(N=C(N(C2=O)CC=2C=NC(=CC2)C(F)(F)F)CC)CC1 6-(cyclopropylmethyl)-2-ethyl-3-((6-(trifluoromethyl)pyridin-3-yl)methyl)-5,6,7,8-tetrahydropyrido[4,3-d]pyrimidin-4(3h)-one